4-nitrobenzyl (R)-2-formylmorpholine-4-carboxylate C(=O)[C@H]1CN(CCO1)C(=O)OCC1=CC=C(C=C1)[N+](=O)[O-]